C(CCCCCCCC(C)C)Br isoundecyl bromide